O=C1NC(CCC1N1C(C2=CC=C(C=C2C1=O)N1CCC(CC1)NCC1=CC(=C(C=C1)NC1=NC=C(C(=C1)NC1=C(C(=O)NC)C=CC=C1)C(F)(F)F)OC)=O)=O 2-((2-((4-(((1-(2-(2,6-Dioxopiperidin-3-yl)-1,3-dioxoisoindolin-5-yl)piperidin-4-yl)amino)methyl)-2-methoxyphenyl)amino)-5-(trifluoromethyl)pyridin-4-yl)amino)-N-methyl-benzamide